4-(4-aminophenoxy)-2-phenylaniline NC1=CC=C(OC2=CC(=C(N)C=C2)C2=CC=CC=C2)C=C1